2-(3-(benzyloxy)propyl)-1-methyl-N6-(2-methylbenzyl)-1H-imidazo[4,5-c]Pyridine-4,6-diamine C(C1=CC=CC=C1)OCCCC=1N(C2=C(C(=NC(=C2)NCC2=C(C=CC=C2)C)N)N1)C